(1R,3s,5S)-6,6-difluorobicyclo[3.1.0]hexane-3-amine hydrochloride Cl.FC1([C@H]2CC(C[C@@H]12)N)F